FC(S(=O)(=O)OC=1C2=C(N=C(N1)SC)CC(OC2)C2=CC(=CC1=CC=CC(=C21)Br)OCOC)(F)F 7-(8-bromo-3-(methoxymethyloxy) naphthalen-1-yl)-2-(methylthio)-7,8-dihydro-5H-pyrano[4,3-d]pyrimidin-4-yl trifluoromethanesulfonate